dibenzylpiperidine C(C1=CC=CC=C1)C1(CCNCC1)CC1=CC=CC=C1